ClC1=CC(=NC(=C1N(C)C)Cl)C1=NC(=NC(=N1)NC(C(F)(F)F)C)NC(C(F)(F)F)C 6-(4,6-dichloro-5-dimethylaminopyridin-2-yl)-N2,N4-bis(1,1,1-trifluoropropan-2-yl)-1,3,5-triazine-2,4-diamine